FC1=C(C(=CC(=C1)OCCN1CC(C1)CF)F)[C@H]1N([C@@H](CC2=C1NC1=CC=CC=C21)C)C[C@H](C(=O)N)C (R)-3-((1R,3R)-1-(2,6-difluoro-4-(2-(3-(fluoromethyl)azetidin-1-yl)ethoxy)phenyl)-3-methyl-1,3,4,9-tetrahydro-2H-pyrido[3,4-b]indol-2-yl)-2-methylpropanamide